FC1=CC(=CC2=CN(N=C12)C)C1=CC(=C2C=C(C=NC2=N1)N1C[C@@H](N(CC1)C(=O)OC(C)(C)C)C)C tert-butyl (2S)-4-[7-(7-fluoro-2-methylindazol-5-yl)-5-methyl-1,8-naphthyridin-3-yl]-2-methylpiperazine-1-carboxylate